C(C)(C)(C)OC(=O)NC1(CCOCC1)C(=O)N[C@@H](C)C1=CC=C(C(=O)OC)C=C1 Methyl 4-[(1S)-1-[[4-(tert-butoxycarbonylamino)tetrahydropyran-4-carbonyl]amino]ethyl]benzoate